5-(3-fluorophenyl)-2-mercapto-1,3,4-oxadiazole FC=1C=C(C=CC1)C1=NN=C(O1)S